NC=1C(=C2C=NN(C2=CC1)C(C)(C)C)N1CC2(CC2)[C@H](C1)NC(OC(C)(C)C)=O tert-butyl N-[(7R)-5-(5-amino-1-tert-butyl-indazol-4-yl)-5-azaspiro[2.4]heptan-7-yl]carbamate